([1,1'-biphenyl]-4-yl)-8-(4,6-diphenyl-1,3,5-triazin-2-yl)-1,8-dihydropyrrolo[2,3-b]indole C1(=CC=C(C=C1)N1C=CC2=C1N(C1=CC=CC=C21)C2=NC(=NC(=N2)C2=CC=CC=C2)C2=CC=CC=C2)C2=CC=CC=C2